ClC=1C(=C(C#N)C=C(C1)C1CCC2=CC(=CC=C12)OCC1=NC(=NC=C1)SC)OCCCl 3-chloro-2-(2-chloroethoxy)-5-(5-((2-(methylthio)pyrimidin-4-yl)methoxy)-2,3-dihydro-1H-inden-1-yl)benzonitrile